FC(CC(CO)(C)NC(=O)C1=C(C=C2C=CC(=CN12)OC1=CC(=CC=C1)OC)C)F N-(4,4-difluoro-1-hydroxy-2-methylbutan-2-yl)-6-(3-methoxyphenoxy)-2-methylindolizine-3-carboxamide